C(CCCC#C)C=1C=C(C(=C(OC2[C@@H]([C@H]([C@@H]([C@H](O2)O)O)O)CO)C1)[C@@H]1C=C(CC[C@H]1C(=C)C)C)O (2S,3S,4R,5R)-6-[5-(hex-5-yn-1-yl)-3-hydroxy-2-[(1R,6R)-3-methyl-6-(prop-1-en-2-yl)cyclohex-2-en-1-yl]phenoxy]-5-(hydroxymethyl)oxane-2,3,4-triol